N-(5-chloro-4-(1-(oxetan-3-yl)-1H-benzo[d]imidazol-6-yl)pyrimidin-2-yl)-N-(3-fluoro-4-(4-methylpiperazin-1-yl)phenyl)formamide ClC=1C(=NC(=NC1)N(C=O)C1=CC(=C(C=C1)N1CCN(CC1)C)F)C=1C=CC2=C(N(C=N2)C2COC2)C1